C1(CCCC1)NCCC=1SC(=C(N1)C(F)(F)F)C(=O)N[C@@H](C)C1=CC(=CC=C1)C=1C=NC=CC1 2-[2-(cyclopentylamino)ethyl]-N-[(1S)-1-[3-(3-pyridinyl)phenyl]ethyl]-4-(trifluoromethyl)-5-thiazolecarboxamide